NC1=NC=CC(=C1Cl)SC1=C(N=C(C(=N1)CO)N1CCC(CC1)(C)C(C)N)C (6-((2-amino-3-chloropyridin-4-yl)thio)-3-(4-(1-aminoethyl)-4-methylpiperidin-1-yl)-5-methylpyrazin-2-yl)methanol